FC(C(CC1=NSC(=N1)NC(=O)C1=C(OC(=C1)C1=CC(=CC=C1)OC(F)(F)F)C(F)(F)F)(C)O)(F)F N-(3-(3,3,3-trifluoro-2-hydroxy-2-methylpropyl)-1,2,4-thiadiazol-5-yl)-5-(3-(trifluoro-methoxy)phenyl)-2-(trifluoromethyl)furan-3-carboxamide